C1(CC1)N1C(=NC(=C1)C(F)(F)F)C1=CC=C(C=C1)CO [4-[1-cyclopropyl-4-(trifluoromethyl)imidazol-2-yl]phenyl]methanol